C(C)(C)(C)S(=O)(=O)N1CCC2=NC=C(C=C21)NC(OC(C)(C)C)=O tert-butyl (1-(tert-butylsulfonyl)-2,3-dihydro-1H-pyrrolo[3,2-b]pyridin-6-yl)carbamate